6-(4-Chlorophenyl)-N-[(1S)-1-cyano-2-hydroxyethyl]-2-(1-methyl-1H-pyrazol-4-yl)-3-oxo-2,3-dihydropyridazine-4-carboxamide ClC1=CC=C(C=C1)C=1C=C(C(N(N1)C=1C=NN(C1)C)=O)C(=O)N[C@H](CO)C#N